2-amino-6-(1-(difluoromethyl)-1H-pyrazol-4-yl)-4-hydroxypyrazolo[1,5-a]pyridine-3-carbonitrile NC1=NN2C(C(=CC(=C2)C=2C=NN(C2)C(F)F)O)=C1C#N